2-(Trifluoromethyl)aniline tungsten-tin [Sn].[W].FC(C1=C(N)C=CC=C1)(F)F